N[C@H](C(=O)O)CC1=CC=C(C=C1)OC1CCN(CC1)C (S)-2-amino-3-(4-((1-methylpiperidin-4-yl)oxy)phenyl)propanoic acid